[N+](#[C-])C1=CC=C(C(=O)OCC(NC2CCCC3=CC=CC=C23)=O)C=C1 2-oxo-2-((1,2,3,4-tetrahydronaphthalen-1-yl)amino)ethyl 4-isocyanobenzoate